tert-butyl (7-phenyl-1H-pyrrolo[3,2-b]pyridin-3-yl)carbamate C1(=CC=CC=C1)C1=C2C(=NC=C1)C(=CN2)NC(OC(C)(C)C)=O